(1-piperidinyl)-1,6-naphthyridine-7-carbonitrile N1(CCCCC1)C1=NC2=CC(=NC=C2C=C1)C#N